N-allyl-5-((2-amino-3-fluoropyridine-4-yl)methyl)-3,4-difluoro-2-((2-fluoro-4-iodophenyl)amino)benzamide C(C=C)NC(C1=C(C(=C(C(=C1)CC1=C(C(=NC=C1)N)F)F)F)NC1=C(C=C(C=C1)I)F)=O